BrC=1C=C2C(=NN(C2=CC1)C(=O)OC(C)(C)C)NC(=O)OC(C)(C)C tert-butyl 5-bromo-3-(tert-butoxycarbonylamino)indazole-1-carboxylate